2-(4-fluorobenzyl)quinazolin-7-amine FC1=CC=C(CC2=NC3=CC(=CC=C3C=N2)N)C=C1